CN(C)C(C(=O)C1=CC=CC2=CC=CC=C12)C dimethylamino-1-naphthyl-1-propanone